3-((1,3-dioxoisoindolin-2-yl)methyl)-1-(6-methyl-4-(trifluoromethyl)pyridin-2-yl)-5-oxopyrrolidine-2-carboxylate O=C1N(C(C2=CC=CC=C12)=O)CC1C(N(C(C1)=O)C1=NC(=CC(=C1)C(F)(F)F)C)C(=O)[O-]